((6'R)-3',6'-dihydroxy-2',4',6'-trimethyl-7'-oxo-2',3',6',7'-tetrahydrospiro[cyclopropane-1,5'-inden]-2'-yl)methylacetate OC1C(C=C2C([C@](C3(C(=C12)C)CC3)(C)O)=O)(C)COC(C)=O